5,7-dichloro-6-(2-chloroethoxy)-1-(1H-pyrazolo[3,4-b]pyridin-5-yl)-1,2,3,4-tetrahydroquinoline ClC1=C2CCCN(C2=CC(=C1OCCCl)Cl)C=1C=C2C(=NC1)NN=C2